NC=1C=C(O[C@@H]2CN(CC2)C(=O)OC(C)(C)C)C=CC1N tert-butyl (S)-3-(3,4-diaminophenoxy)pyrrolidine-1-carboxylate